C(C)N1C[C@@H](CCC1)NC=1C(N(C(=NN1)C1=C(C=C(C=C1C)C(F)(F)F)O)C)=O 6-[[(3R)-1-Ethyl-3-piperidyl]amino]-3-[2-hydroxy-6-meth-yl-4-(trifluorometh-yl)phenyl]-4-meth-yl-1,2,4-triazin-5-one